4-((2S,5R)-4-((S)-1-(4-(difluoromethyl)phenyl)-2-methylpropyl)-2,5-dimethylpiperazin-1-yl)-2-methyl-1-(((S)-tetrahydrofuran-2-yl)methyl)-1H-[1,2,4]triazolo[3,4-b]purine FC(C1=CC=C(C=C1)[C@H](C(C)C)N1C[C@@H](N(C[C@H]1C)C=1C=2N=C(N(C2N2C(N1)=NN=C2)C[C@H]2OCCC2)C)C)F